2-((2R,4R)-5-(difluoromethoxy)-2-fluoro-4-((6-oxo-5-(trifluoromethyl)-1,6-dihydropyridazin-4-yl)oxy)pentyl)-7-fluoro-6-(5-(2-hydroxypropan-2-yl)pyrimidin-2-yl)isoquinolin-1(2H)-one FC(OC[C@@H](C[C@H](CN1C(C2=CC(=C(C=C2C=C1)C1=NC=C(C=N1)C(C)(C)O)F)=O)F)OC=1C=NNC(C1C(F)(F)F)=O)F